OCCN1C2(CC(C2)C(=O)O)C(N(C1=O)CC1=CC=C(C=C1)OC)=O (2s,4s)-5-(2-hydroxyethyl)-7-(4-methoxybenzyl)-6,8-dioxo-5,7-diazaspiro[3.4]octane-2-carboxylic acid